C1(CCC1)C(C1=NN=NN1CC(F)(F)F)N1N=CC(=C1)[N+](=O)[O-] 5-[cyclobutyl-(4-nitropyrazol-1-yl)methyl]-1-(2,2,2-trifluoroethyl)tetrazole